thiophene-2-ylmethyl carbamate C(N)(OCC=1SC=CC1)=O